1-[tert-butyl-(dimethyl)silyl]-4-oxoazetidine-2-carboxylic acid benzyl ester C(C1=CC=CC=C1)OC(=O)C1N(C(C1)=O)[Si](C)(C)C(C)(C)C